C1(=CC=CC=C1)N1N=C(C2=C1N(C(C[C@@H]2C2=CC=CC=C2)=O)C2=CC=CC=C2)C2=CC=CC=C2 (R)-1,3,4-triphenyl-mono-phenyl-1,4,5,7-tetrahydro-6H-pyrazolo[3,4-b]pyridin-6-one